1-amino-3-fluoro-1H-pyrrole-2-carboxylic acid ethyl ester C(C)OC(=O)C=1N(C=CC1F)N